ClC1=NC=CC(=C1Cl)B(O)O (2,3-dichloropyridin-4-yl)boronic acid